ClC1=CC=C(C(=O)N(C)[C@H](C)C2=NNC(C3=CC(=C(C=C23)F)F)=O)C=C1 |r| Racemic-4-chloro-N-(1-(6,7-difluoro-4-oxo-3,4-dihydrophthalazin-1-yl)ethyl)-N-methylbenzamide